2-(Dimethylamino)-1-(4-(3-isopropyl-2-(4-methyl-1H-pyrrolo[2,3-b]pyridin-3-yl)-1H-indol-5-yl)piperidin-1-yl)ethan-1-on CN(CC(=O)N1CCC(CC1)C=1C=C2C(=C(NC2=CC1)C1=CNC2=NC=CC(=C21)C)C(C)C)C